C(CC)N(C(=O)OCOP(=O)(OCOC(N(CCC)CCC)=O)C(F)(F)OC(=O)C1=CC2=C(S1)C=CC=C2)CCC ((bis(((dipropylcarbamoyl)oxy)methoxy)phosphoryl)difluoromethyl)benzo[b]thiophene-2-carboxylate